C(CCCCCC(C)(C)C)(=O)OOOC(CC(C)(C)C)(C)C 1,1,3,3-tetramethylbutylperoxy neodecanate